C(CCCCCCCCCCCC=CCCCCCC)(=O)OCCCCCCCCCCCCCCCCCCCCCCCCCCCCCC(C)C 30-methylhentriacontyl eicos-13-enoate